C(C1=CC=CC=C1)[C@@]1([C@@](O[C@@H]([C@]1(O)CC1=CC=CC=C1)COCC1=CC=CC=C1)(C1=CC=C2C(N)=NC=NN12)O)O 2',3',5'-O-Tribenzyl-1'-hydroxy-4-aza-7,9-dideazaadenosine